C(C)O[Si](OCC)(COC(OC[Si](OCC)(OCC)OCC)CCC[Si](OCC)(OCC)OCC)OCC 4,4,10,10-tetraethoxy-7-[3-(triethoxysilyl)propyl]-3,6,8,11-tetraoxa-4,10-disilatridecane